[Ni+2].[Cu+2].[Si]([O-])([O-])([O-])[O-].[Mg+2] magnesium silicate copper nickel